COC(=O)C1=CC(=C(C=C1)C1=CC=CC=C1)C=O formyl-[1,1'-biphenyl]-4-carboxylic acid methyl ester